N[C@H](CC1=CC=2N=C(N=C(C2S1)NCC=1OC=CC1)Cl)C(C)(C)C 6-[(2R)-2-amino-3,3-dimethylbutyl]-2-chloro-N-[(furan-2-yl)methyl]thieno[3,2-d]pyrimidin-4-amine